(S)-3-(2,3-dihydrobenzo[b][1,4]dioxin-6-yl)-2-(methylamino)propanoic acid O1C2=C(OCC1)C=C(C=C2)C[C@@H](C(=O)O)NC